1-propene-sulfonic acid C(=CC)S(=O)(=O)O